6-bromo-N-(2,2-difluoroethyl)-1,3-benzoxazol-2-amine BrC1=CC2=C(N=C(O2)NCC(F)F)C=C1